CN1N=C(C=C1C=1C=C2C=3CCCC(C3NC2=CC1)N[C@H](C)C1=CC=CC=C1)C 6-(1,3-dimethyl-1H-pyrazol-5-yl)-N-((R)-1-phenylethyl)-2,3,4,9-tetrahydro-1H-carbazol-1-amine